ClC=1C(=NC=CC1)NC1=NC(=NC=C1)C=1C=NC=CC1 3-chloro-2-((2-(pyridin-3-yl)pyrimidin-4-yl)amino)pyridin